18-octadecanediyl dimethacrylate C(C(=C)C)(=O)OCCCCCCCCCCCCCCCCCCOC(C(=C)C)=O